3-(5-(((1S,2S,5S)-2-amino-5-hydroxy-5-methylcyclohexyl)methyl)-1-oxoisoindolin-2-yl)piperidine-2,6-dione N[C@@H]1[C@H](C[C@@](CC1)(C)O)CC=1C=C2CN(C(C2=CC1)=O)C1C(NC(CC1)=O)=O